ClC=1C(=NC(=NC1)N1C[C@H]([C@@H](CC1)NC1=CC=C2C(=NN(C2=C1)C)[C@H]1C(NC(CC1)=O)=O)C)NC=1C=C2CC(N(C2=CC1)CCC(C)(C)F)=O (S)-3-(6-(((3R,4R)-1-(5-chloro-4-((1-(3-fluoro-3-methylbutyl)-2-oxoindolin-5-yl)amino)pyrimidin-2-yl)-3-methylpiperidin-4-yl)amino)-1-methyl-1H-indazol-3-yl)piperidine-2,6-dione